CN(C(CCC1=CC=C(C=C1)C(F)(F)F)=O)C N,N-dimethyl-3-[4-(trifluoromethyl)phenyl]propanamid